1,1-difluoro-6-triisopropylsilyl-hex-5-yn-2-amine FC(C(CCC#C[Si](C(C)C)(C(C)C)C(C)C)N)F